1-bromo-3-fluoro-4-nitro-2-(trifluoromethyl)benzene BrC1=C(C(=C(C=C1)[N+](=O)[O-])F)C(F)(F)F